C(C)(C)(C)C=1NC=2N(C(C1)=O)N=CC2C2=CC=C(C=C2)F 5-(tert-butyl)-3-(4-fluorophenyl)pyrazolo[1,5-a]pyrimidin-7(4H)-one